1,4-dihydro-2H-3λ2-quinazolin-2-one N1C([N]CC2=CC=CC=C12)=O